N1(CCNCC1)N Piperazinamine